CC[C@@H](/C=C/C=C\\C/C=C\\C=C\\C=C\\[C@@H]1[C@@H](O1)CCCC(=O)O)O The molecule is an epoxy fatty acid that is (7E,9E,11Z,14Z,16E)-icosa-7,9,11,14,16-pentaenoic acid carrying an epoxy group at position 5S and a hydroxy group at position 18S. It is an intermediate in resolvin E1 biosynthesis. It has a role as a metabolite. It is an epoxy fatty acid, a hydroxy polyunsaturated fatty acid and a long-chain fatty acid.